N-(3-(3,4-dihydroisoquinolin-2(1H)-yl)-2-hydroxypropyl)-3-((tetrahydrofuran-3-yl)amino)benzamide C1N(CCC2=CC=CC=C12)CC(CNC(C1=CC(=CC=C1)NC1COCC1)=O)O